C(C)(C)(C)OC(=O)N1[C@@H](CCC1)C=1C=C(C=C2CCN(CC12)C(COC)=O)Cl.CN1N=CC(=C1C1=CC(CCC1)=O)C 3-(1,4-dimethyl-1H-pyrazol-5-yl)cyclohex-2-en-1-one tert-butyl-(S)-2-(6-chloro-2-(2-methoxyacetyl)-1,2,3,4-tetrahydroisoquinolin-8-yl)pyrrolidine-1-carboxylate